N-(2-(azetidin-1-yl)ethyl)-6-ethoxy-3-(3-methylbenzyl)pyrazin-2-amine N1(CCC1)CCNC1=NC(=CN=C1CC1=CC(=CC=C1)C)OCC